C(C)(=O)OCCC(CCC)SC 3-methylthio-hexyl acetate